1-(5-(3-benzyl-4-oxo-3,4-dihydro-quinazolin-6-yl)benzo[d]thiazol-2-yl)-3-(3-methoxy-phenyl)urea C(C1=CC=CC=C1)N1C=NC2=CC=C(C=C2C1=O)C=1C=CC2=C(N=C(S2)NC(=O)NC2=CC(=CC=C2)OC)C1